(2,4-dimethylphenyl)boric acid CC1=C(C=CC(=C1)C)OB(O)O